BrC=1C(=NC(=NC1)NC1=CC(=C(C=C1OC)N1CCN(CC1)CC=1C=C2CN(C(C2=CC1)=O)C1C(NC(CC1)=O)=O)C)NC=1C(=C2N=CC=NC2=CC1)P(=O)(OC)OC 3-(5-((4-(4-((5-bromo-4-((5-(dimethylphosphono)quinoxalin-6-yl)amino)pyrimidin-2-yl)amino)-5-methoxy-2-methylphenyl)piperazin-1-yl)methyl)-1-oxoisoindoline-2-yl)piperidine-2,6-dione